C(C)O\C=C/C1=CC(=NC=C1)CCC(=O)OCC ethyl 3-{4-[(1Z)-2-ethoxyethenyl]pyridin-2-yl}propanoate